FC1=C(C=CC(=C1)[N+](=O)[O-])NC1=NC=2C3=C(CCC2C=N1)C=C(C=C3)OCCN3CCOCC3 N-(2-fluoro-4-nitrophenyl)-8-(2-morpholinoethoxy)-5,6-dihydrobenzo[h]quinazolin-2-amine